C(C)C1=NN2C(N=C(C=C2)N[C@H](C)C2=CC(=CC=3CC(OC32)CCN)F)=C1C(=O)O ethyl-5-(((1R)-1-(2-(2-aminoethyl)-5-fluoro-2,3-dihydrobenzofuran-7-yl)ethyl)amino)pyrazolo[1,5-a]pyrimidine-3-carboxylic acid